(tert-butyl)(trimethylsilyl)amine C(C)(C)(C)N[Si](C)(C)C